tert-Butyl 2-fluoroethyl(2-phenylimidazo[1,2-a]pyridin-7-yl)carbamate FCCN(C(OC(C)(C)C)=O)C1=CC=2N(C=C1)C=C(N2)C2=CC=CC=C2